NC(C#N)(CC(F)F)C amino-4,4-difluoro-2-methylbutanenitrile